Cl.ClC1=C(C=CC=C1[C@]1(NC(N(C(C1)=O)[C@H]1C[C@H](OCC1)C)=N)C)NC(=O)C1=NC(=CC=C1)C#N |o1:15,17| N-(2-Chloro-3-{(4S)-2-imino-4-methyl-1-[(2R*,4R*)-2-methyl-tetrahydropyran-4-yl]-6-oxo-hexahydropyrimidin-4-yl}phenyl)-6-cyanopyridine-2-carboxamide hydrochloride